C(C1=CC=CC=C1)OC1=CC(=C(C=C1CC)C1=C(C=C(C(=C1)C)OCC1=CC=CC=C1)F)C1(CCC1)O 1-(4,4'-bis(benzyloxy)-5-ethyl-2'-fluoro-5'-methyl-[1,1'-biphenyl]-2-yl)cyclobutan-1-ol